COC(=O)C1CC(C1)=O.C(C)(C)(C)OC(=O)N1CCN(CC1)C1CC(C1)C(=O)OC 4-[(1s,3s)-3-(methoxycarbonyl)cyclobutyl]piperazine-1-carboxylic acid tert-butyl ester methyl-3-oxocyclobutane-1-carboxylate